ClC(OC1=CC=C(C=C1)NC(=O)C1=CC2=C(N(C(=N2)C(F)F)[C@@H](CF)C)C(=C1)C1=CC=NN1)(F)F (R)-N-(4-(chlorodifluoromethoxy)phenyl)-2-(difluoromethyl)-1-(1-fluoroprop-2-yl)-7-(1H-pyrazol-5-yl)-1H-benzo[d]imidazole-5-carboxamide